FC1(CCN(CC1)C(=O)C=1C=C2N=C(C=NC2=CC1)C1=CC=2N(C=C1)C=NN2)F (4,4-difluoro-1-piperidinyl)(3-([1,2,4]triazolo[4,3-a]pyridin-7-yl)-6-quinoxalinyl)methanone